C1(=CC=CC=C1)C1CC(NCC1)C1=CC=C(C#N)C=C1 4-(4-phenylpiperidin-2-yl)benzonitrile